BrC1=NN(N=C1)CCCO[Si](C)(C)C(C)(C)C 3-(4-bromotriazol-2-yl)propoxy-tert-butyl-dimethyl-silane